Cl.ClC=1C(N(N=CC1Cl)C1CCC(CC1)N(C1=CC=C(C=C1)F)CC1CNCC1)=O 4,5-dichloro-2-[4-[4-fluoro-N-(pyrrolidin-3-ylmethyl)anilino]cyclohexyl]pyridazin-3-one hydrochloride